[Cl-].C1(=CC=CC=C1)C1C=NN(C1)C(=O)N 4-phenyl-4,5-dihydro-1H-pyrazole-1-carboxamide chloride